3-Chloro-2-((3-methoxypropyl)amino)pyridine-4-thiol ClC=1C(=NC=CC1S)NCCCOC